NC1=NC(=NN2C1=NC=C2CC=2C=C(C(=NC2)N2CCN(CC2)C(CN(C)C)=O)C)NCCCC (4-(5-((4-amino-2-(butylamino)imidazo[2,1-f][1,2,4]triazin-7-yl)methyl)-3-methylpyridin-2-yl)piperazin-1-yl)-2-(dimethylamino)ethan-1-one